(R)-3-(2-(5-(2,6-Dimethylpyridin-4-yl)hexahydropyrrolo[3,4-c]pyrrol-2(1H)-yl)ethyl)-2-oxaspiro[4.5]decan-1-on CC1=NC(=CC(=C1)N1CC2C(C1)CN(C2)CC[C@@H]2OC(C1(C2)CCCCC1)=O)C